(R)-N-(1-methoxypropan-2-yl)-8-(4-(trifluoromethyl)phenyl)quinoline-3-carboxamide COC[C@@H](C)NC(=O)C=1C=NC2=C(C=CC=C2C1)C1=CC=C(C=C1)C(F)(F)F